C(CCC)[Sn](C1=CC=C(C(=O)O)C=C1)(CCCC)CCCC 4-tri-n-butylstannyl-benzoic acid